3-((5-fluoro-4-(3-(3-oxomorpholino)phenyl)pyrimidin-2-yl)amino)cyclohexane-1-carboxamide FC=1C(=NC(=NC1)NC1CC(CCC1)C(=O)N)C1=CC(=CC=C1)N1C(COCC1)=O